C(CCC=C)[SiH3] pent-4-en-1-ylsilane